4-methyl-5-[3-methyl-7-[[6-(1-methylazetidin-3-yl)oxypyridazin-3-yl]amino]imidazo[4,5-b]pyridin-5-yl]oxypyridine-2-carbonitrile CC1=CC(=NC=C1OC1=CC(=C2C(=N1)N(C=N2)C)NC=2N=NC(=CC2)OC2CN(C2)C)C#N